C(C1=CC=CC=C1)C1=CC2=CC=CC=C2C=C1 2-Benzylnaphthalene